CCCCCCCCCCCCCCCCCC(=O)NCCOP(=O)([O-])OC[C@@H](COC(=O)CCCCCCC/C=C\\CCCCCCCC)O The molecule is an N-acyllysophosphatidylethanolamine(1-) in which the N-acyl group is specified as stearoyl (octadecanoyl) while the phosphatidyl acyl group is specified as oleoyl (9Z-octadecenoyl); major species at pH 7.3. It is a conjugate base of a N-stearoyl-1-oleoyl-sn-glycero-3-phosphoethanolamine.